CC1CC(OCC1)C1=CC=CC=C1 tetrahydro-4-methyl-2-phenyl-2H-pyran